ClC=1C(=NC(=NC1)NC1CCOCC1)C1=CC=C2CN(C(C2=C1)=O)CCC1OCCC1 6-{5-chloro-2-[(oxacyclohex-4-yl)amino]pyrimidin-4-yl}-2-[2-(oxolane-2-yl)ethyl]-2,3-dihydro-1H-isoindol-1-one